C(C=C)(=O)N1[C@H](CN(CC1)C1=NC(=NC=2C[C@@H](CCC12)N1CCC2=CC=C(C=C12)OC)OC[C@H]1N(CCC1)C)CC#N 2-((S)-1-Acryloyl-4-((R)-7-(6-methoxyindolin-1-yl)-2-(((S)-1-methylpyrrolidin-2-yl)methoxy)-5,6,7,8-tetrahydroquinazolin-4-yl)piperazin-2-yl)acetonitrile